Ethyl 3-oxo-6-[5-(trifluoro methyl)pyridin-2-yl]-2,3-dihydropyridazine-4-carboxylate O=C1NN=C(C=C1C(=O)OCC)C1=NC=C(C=C1)C(F)(F)F